8-(2,3-dichlorophenyl)-N-[(4S)-3,4-dihydro-2H-chromen-4-yl]-4-(dimethylamino)-1,7-naphthyridine-3-carboxamide ClC1=C(C=CC=C1Cl)C=1N=CC=C2C(=C(C=NC12)C(=O)N[C@H]1CCOC2=CC=CC=C12)N(C)C